OC=1C(=C2C(=C(N(C2=CC1)C1=CC=C(C=C1)C(F)(F)F)C)C(C)=O)CN1CCCCC1 1-(5-hydroxy-2-methyl-4-(piperidin-1-ylmethyl)-1-(4-(trifluoromethyl)phenyl)-1H-indol-3-yl)ethan-1-one